C[Si](C#CCOCCO)(C)C 2-((3-(trimethylsilyl)prop-2-yn-1-yl)oxy)ethan-1-ol